FC=1C=C(C=C(C1[Si](C)(C)C)F)NC(=O)[C@H]1C=2C=CC(=NC2CCN1C(CC1=CC(=NO1)O)=O)COC (5R)-N-(3,5-difluoro-4-(trimethylsilyl)phenyl)-6-((3-hydroxy-1,2-oxazol-5-yl)acetyl)-2-(methoxymethyl)-5,6,7,8-tetrahydro-1,6-naphthyridine-5-carboxamide